pyrimidin-4-yl-2-fluorobenzamide N1=CN=C(C=C1)C=1C(=C(C(=O)N)C=CC1)F